(1R)-indan-1-amine [C@H]1(CCC2=CC=CC=C12)N